NCCN1C2=C([C@@H]([C@@H](C1=O)NC(C1=CC(=CC=C1)C(F)(F)F)=O)C1=CC=C(C=C1)F)C(=NN2C2=CC=CC=C2)C N-[(4S,5S)-7-(2-aminoethyl)-4-(4-fluorophenyl)-3-methyl-6-oxo-1-phenyl-1H,4H,5H,6H,7H-pyrazolo[3,4-b]pyridin-5-yl]-3-(trifluoromethyl)benzamide